(1S,3S)-3-((2-cyclopropyl-6-(1-methyl-5-(((Methyl(pentyl)carbamoyl)oxy)methyl)-1H-1,2,3-triazol-4-yl)pyridin-3-yl)oxy)cyclohexane-1-carboxylic acid C1(CC1)C1=NC(=CC=C1O[C@@H]1C[C@H](CCC1)C(=O)O)C=1N=NN(C1COC(N(CCCCC)C)=O)C